CC1=C2C(=C3N(C4=CC=CC=C4C3=C1C)C1=CC=NC=C1)C1=CC=CC=C1N2C2=CC=NC=C2 5,12-dihydro-6,7-dimethyl-5,12-di-4-pyridinyl-indolo[3,2-a]carbazole